6-(cyclopropanecarboxamido)-4-((3-(5-ethyl-2-methyl-2H-1,2,3-triazol-4-yl)-2-methoxyphenyl)amino)-N-(methyl-d3)pyridazine-3-carboxamide C1(CC1)C(=O)NC1=CC(=C(N=N1)C(=O)NC([2H])([2H])[2H])NC1=C(C(=CC=C1)C1=NN(N=C1CC)C)OC